FC=1C=C2C(=NN(C2=C(C1)F)COCC[Si](C)(C)C)I 5,7-difluoro-3-iodo-1-((2-(trimethylsilyl)ethoxy)methyl)-1H-indazole